FC1=C(C(=CC(=C1)OC)F)[C@H]1[C@@H](C(NC1)=O)NC=1OC(=NN1)C1=CC=C(C=C1)C(C)C (3S,4R)-4-(2,6-difluoro-4-methoxyphenyl)-3-({5-[4-(propan-2-yl)phenyl]-1,3,4-oxadiazol-2-yl}amino)pyrrolidin-2-one